iodo-phenanthrenequinone IC=1C(C(C=2C=CC3=CC=CC=C3C2C1)=O)=O